4',5-dihydroxyl-7-methoxyflavanone OC1=CC=C(C2OC3=CC(=CC(=C3C(C2)=O)O)OC)C=C1